C(C)C=1C(=CC=C2C=C(C=C(C12)B1OC(C(O1)(C)C)(C)C)OC)F 2-(8-ethyl-7-fluoro-3-methoxynaphthalen-1-yl)-4,4,5,5-tetramethyl-1,3,2-dioxaborolane